2-chloro-1-(4-methoxyphenyl)ethanone ClCC(=O)C1=CC=C(C=C1)OC